(2S,3S,4R,5R)-5-(6-(3-(trifluoromethyl)benzylamino)-2-(5-fluoropyridin-3-yl)-9H-purin-9-yl)-3,4-dihydroxyl-N-methyl-tetrahydrofuran-2-formamide FC(C=1C=C(CNC2=C3N=CN(C3=NC(=N2)C=2C=NC=C(C2)F)[C@H]2[C@@H]([C@@H]([C@H](O2)C(=O)NC)O)O)C=CC1)(F)F